8-diaza-bicyclo[5.4.0]undecene N12NCCCCC2C=CCC1